N-(2-ethoxy)phenyl-N'-(3-(1-neopentylpiperidin-4-yl)-pyrrolo[3,2-b]pyridin-5-yl)urea hexyne-1,6-dioate C(C#CCCC(=O)O)(=O)O.CCON(C(=O)NC1=CC=C2C(=N1)C(=CN2)C2CCN(CC2)CC(C)(C)C)C2=CC=CC=C2